1,2-dimyristoyl-sn-glycero-3-phosphoethanolamine, sodium salt [Na].C(CCCCCCCCCCCCC)(=O)OC[C@@H](OC(CCCCCCCCCCCCC)=O)COP(=O)(O)OCCN